CP(=O)(C)C=1C=CC=C2C(=CNC12)C1=NC(=NC=C1C(F)(F)F)NC1CC2(CN(C2)C(=O)OCCO)C1 2-hydroxyethyl 6-((4-(7-(dimethylphosphoryl)-1H-indol-3-yl)-5-(trifluoromethyl) pyrimidin-2-yl) amino)-2-azaspiro[3.3]heptane-2-carboxylate